ClC=1C(=C(C=CC1)N1CCNCC1)C 1-(3-chloro-2-methylphenyl)piperazine